C(C)(C)(C)N1N=C(N=C1)C1=CC=C(C=C1)C1N(CCN(C1)C=1OC=2C(=NC(=CC2)C)N1)C=O 2-[4-(1-tert-butyl-1,2,4-triazol-3-yl)phenyl]-[4-(5-methyloxazolo[4,5-b]pyridin-2-yl)piperazin-1-yl]methanone